C(C)N1CC2(CN(C2)C=2C=CC(=NC2)NC2=NC=C(C(=N2)C2=CC3=C(C4(N(C3=O)C)CCCC4)S2)F)C1 2'-(2-((5-(6-Ethyl-2,6-diazaspiro[3.3]heptan-2-yl)pyridin-2-yl)amino)-5-fluoropyrimidin-4-yl)-5'-methylspiro[cyclopentane-1,6'-thieno[2,3-c]pyrrol]-4'(5'H)-one